7-methylpyrazolo[1,5-a]pyrimidin CC1=CC=NC=2N1N=CC2